2,5,6-trimethylbenzothiazole CC=1SC2=C(N1)C=C(C(=C2)C)C